bromothioglycolic acid ethyl ester C(C)OC(C(S)Br)=O